N,1-bis(tert-butyloxycarbonyl)-L-histidine-18O2 C(C)(C)(C)OC(=O)N[C@@H](CC1=CN(C=N1)C(=O)OC(C)(C)C)C(=[18O])[18OH]